2-(2-cyclopentyl-2-hydroxy-2-phenylacetyl)-N-(4-hydroxy-3-oxo-1-(2-oxopyrrolidin-3-yl)butan-2-yl)-2-azabicyclo[2.2.2]octane-3-carboxamide C1(CCCC1)C(C(=O)N1C2CCC(C1C(=O)NC(CC1C(NCC1)=O)C(CO)=O)CC2)(C2=CC=CC=C2)O